(S)-2-chloro-phenylalanine ClC1=C(C[C@H](N)C(=O)O)C=CC=C1